2-amino-2-{2-(4'-(2-propyloxazol-4-yl)-[1,1'-biphenyl]-4-yl)ethyl}-1,3-propanediol hydrochloride Cl.NC(CO)(CO)CCC1=CC=C(C=C1)C1=CC=C(C=C1)C=1N=C(OC1)CCC